BrC1=C(N(C=2N=C3N(CCCCC3)C(C21)=O)C)C2=CC=C(C=C2)Br 3-bromo-2-(4-bromophenyl)-1-methyl-1,6,7,8,9,10-hexahydro-4H-pyrrolo[2',3':4,5]pyrimido[1,2-a]azepin-4-one